CC(C[C@@H](C(N[C@H](C=O)C[C@H]1C(NCC1)=O)=O)NC(OCC1C[C@@H]2CCC[C@H](C1)C2)=O)C ((1R,3s,5S)-Bicyclo[3.3.1]nonan-3-yl)methyl ((S)-4-methyl-1-oxo-1-(((S)-1-oxo-3-((S)-2-oxopyrrolidin-3-yl)propan-2-yl)amino)pentan-2-yl)carbamate